3-(4-phenoxyphenyl)-1-((1r,4r)-4-(4-(pyrrolidin-3-ylmethyl)piperazin-1-yl)cyclohexyl)-1H-pyrazolo[3,4-d]pyrimidin-4-amine O(C1=CC=CC=C1)C1=CC=C(C=C1)C1=NN(C2=NC=NC(=C21)N)C2CCC(CC2)N2CCN(CC2)CC2CNCC2